(R)-(3-Aminopiperidin-1-yl)(2-(1-(cyclopropylmethyl)-6-methoxy-1H-indol-2-yl)-5,6-dihydro-4H-imidazo[1,5,4-de]quinoxalin-8-yl)methanone N[C@H]1CN(CCC1)C(=O)C=1C=C2C=3N(CCNC3C1)C(=N2)C=2N(C1=CC(=CC=C1C2)OC)CC2CC2